Tri(6-methyl-1-heptyl)citrat CC(CCCCCC(C(C(C(=O)[O-])(CCCCCC(C)C)CCCCCC(C)C)(O)C(=O)[O-])C(=O)[O-])C